2,2,2-trifluoro-1-(6-fluoro-1-(3-(trifluoromethyl)phenyl)-1H-indazol-5-yl)ethan-1-ol FC(C(O)C=1C=C2C=NN(C2=CC1F)C1=CC(=CC=C1)C(F)(F)F)(F)F